phenylammonium tetraphenylborate C1(=CC=CC=C1)[B-](C1=CC=CC=C1)(C1=CC=CC=C1)C1=CC=CC=C1.C1(=CC=CC=C1)[NH3+]